3-{5-(difluoromethyl)-8,8-difluoro-7-hydroxybicyclo[4.2.0]oct-1,3,5-triene-2-enyloxy}-5-fluorobenzamide FC(C=1C(=C=C=C2C(C(C12)O)(F)F)OC=1C=C(C(=O)N)C=C(C1)F)F